1-[6-(3,3-difluoro-4-piperidyl)-1-methyl-indazol-3-yl]hexahydropyrimidine-2,4-dione hydrochloride Cl.FC1(CNCCC1C1=CC=C2C(=NN(C2=C1)C)N1C(NC(CC1)=O)=O)F